6-((6-(4,4-dimethyl-1,4-azasilinan-1-yl)-2-methylpyridin-3-yl)amino)spiro[3.3]heptan-2-ol C[Si]1(CCN(CC1)C1=CC=C(C(=N1)C)NC1CC2(CC(C2)O)C1)C